C(CC)S(=O)(=O)NC1=CC=C(C=C1)C1=C2C(=NC=C1)NC=C2 4-(4-(propylsulfonamido)phenyl)-1H-pyrrolo[2,3-b]pyridin